(1R,2S,5S)-3-[(2S)-2-amino-3,3-dimethyl-butanoyl]-N-[cyano(4-isoquinolyl)methyl]-6,6-dimethyl-3-azabicyclo[3.1.0]hexane-2-carboxamide N[C@H](C(=O)N1[C@@H]([C@H]2C([C@H]2C1)(C)C)C(=O)NC(C1=CN=CC2=CC=CC=C12)C#N)C(C)(C)C